C(OC1=CC=C(C=C1)[N+](=O)[O-])(OCCSSC1=NC=CC=C1)=O 4-nitrophenyl (2-(pyridin-2-yl-dithio) ethyl) carbonate